4-amino-6-(trifluoromethyl)nicotinonitrile NC1=CC(=NC=C1C#N)C(F)(F)F